4-((1H-imidazol-1-yl)methyl)-1-(2-phenoxyethyl)-1H-1,2,3-triazole N1(C=NC=C1)CC=1N=NN(C1)CCOC1=CC=CC=C1